C(ON[C@H]1CN(CC[C@H]1O)C1=NC=C(C=C1)C=1C=2N(C=C(C1)OCC)N=C1C2C=NN1)(OC(C)(C)C)=O ((3S,4R)-1-(5-(6-ethoxy-1H-pyrazolo[3',4':3,4]pyrazolo[1,5-a]pyridine-4-yl)pyridin-2-yl)-4-hydroxypiperidin-3-yl)amino tert-butyl carbonate